5-(2-morpholinoethyl)-1-((2-(trimethylsilyl)ethoxy)methyl)-1H-imidazol-2-amine O1CCN(CC1)CCC1=CN=C(N1COCC[Si](C)(C)C)N